O=C1N(C(C2=CC=CC=C12)=O)OC[C@H]1N(CCC1)C(=O)O (2S)-2-[(1,3-dioxoisoindolin-2-yl)oxymethyl]Pyrrolidine-1-carboxylic acid